ClC1=C(C=C(C=C1)F)C1(N(C(C=2C1=C(SC2)[N+](=O)[O-])=O)CC2=CC=C(C=C2)OC)O 6-(2-Chloro-5-fluorophenyl)-6-hydroxy-5-(4-methoxybenzyl)-1-nitro-5,6-dihydro-4H-thieno[3,4-c]Pyrrol-4-one